O1COC2=C1C=CC=C2CNCC2=CC=C(C=C2)OC N-(1,3-benzodioxol-4-ylmethyl)-1-(4-methoxyphenyl)methylamine